tert-butyl 4-(3-(2,6-bis(benzyloxy)pyridin-3-yl)-7-fluoro-1-methyl-1H-indazol-6-yl)piperazine-1-carboxylate C(C1=CC=CC=C1)OC1=NC(=CC=C1C1=NN(C2=C(C(=CC=C12)N1CCN(CC1)C(=O)OC(C)(C)C)F)C)OCC1=CC=CC=C1